CC(CC(C)O)(C)OOC(C)(C)C1=CC=CC=C1 4-methyl-4-(cumyl-peroxy)-2-pentanol